decandialdehyde C(CCCCCCCCC=O)=O